ClC1=C(OCCCSCC=2NC(NC2)=S)C=CC=C1 4-[(2-Chlorophenoxypropylthio)methyl]1,3-dihydro-imidazole-2-thione